C(C)NC1=NC(=CC(=C1)C1=C(C=C(C#N)C=C1)C1=NN=CN1C)N1C(C2=CC(=CC(=C2C1)C(F)(F)F)CNC1C(CCC1)=O)=O 4-[2-(ethylamino)-6-(1-oxo-6-{[(2-oxocyclopentyl)amino]methyl}-4-(trifluoromethyl)-3H-isoindol-2-yl)pyridin-4-yl]-3-(4-methyl-1,2,4-triazol-3-yl)benzonitrile